FC1=CC=C(C=C1)C=1N=C(N=NC1)N 5-(4-fluorophenyl)-1,2,4-triazin-3-amine